2-[4-(4-aminopiperidin-1-yl)-3-(3,5-difluorophenyl)quinolin-6-yl]-6-bromo-3,4-difluorophenol NC1CCN(CC1)C1=C(C=NC2=CC=C(C=C12)C1=C(C(=CC(=C1F)F)Br)O)C1=CC(=CC(=C1)F)F